C(C)(=O)N1CC(C1)NC1=CC(=NC(=N1)N1CC2CCC(C1)C2)C(=O)OC Methyl 6-[(1-acetylazetidin-3-yl)amino]-2-(3-azabicyclo[3.2.1]octan-3-yl)pyrimidine-4-carboxylate